NC=1C=C(CN2N=CC3=C(N(C=4C=C(C(=CC34)F)OC)C)C2=O)C=CC1 3-(3-aminobenzyl)-8-fluoro-7-methoxy-5-methyl-3,5-dihydro-4H-pyridazino[4,5-b]indol-4-one